C(C)(C)(C)C=1C=C(CN(C(CN(S(=O)(=O)C2=C(C(=C(C(=C2F)F)F)F)F)CC=2C=NC=CC2C(F)(F)F)=O)C2=C(C=C(C(=O)OCC)C=C2)OC)C=C(C1)C1CC1 ethyl 4-(N-(3-(tert-butyl)-5-cyclopropylbenzyl)-2-(N-((4-(trifluoromethyl)pyridin-3-yl)methyl)-(2,3,4,5,6-pentafluoro-phenyl)sulfonamido) acetamido)-3-methoxybenzoate